(hydroxyethyl)pyrrolidone OCCN1C(CCC1)=O